C(#N)C1=C(C=C(C=C1)C1=CC(=NN1C1=C(C=C(C=C1)N1CCCC1)F)C(=O)N([C@H]1CNCCC1)C)F (R)-5-(4-cyano-3-fluorophenyl)-1-(2-fluoro-4-(pyrrolidin-1-yl)phenyl)-N-methyl-N-(piperidin-3-yl)-1H-pyrazole-3-carboxamide